N-[(1S)-1-(1-cyclopropylbenzimidazol-5-yl)ethyl]-2-fluoro-5,6-dimethyl-pyrimidin-4-amine C1(CC1)N1C=NC2=C1C=CC(=C2)[C@H](C)NC2=NC(=NC(=C2C)C)F